[2H]C1=C2N=C(C(=NC2=C(C(=C1[2H])[2H])[2H])SC1=NN=NN1C)SC1=NN=CN1C 5,6,7,8-Tetradeutero-2-((1-methyltetrazol-5-yl)thio)-3-((4-methyl-4H-1,2,4-triazol-3-yl)thio)quinoxaline